FC=1C=C2C(NC=3CCC[C@@H](C3C2=CC1F)N(C(=O)C=1NC2=CC(=C(C=C2C1)F)C(F)F)C)=O (S)-N-(8,9-difluoro-6-oxo-1,2,3,4,5,6-hexahydrophenanthridin-1-yl)-6-(difluoromethyl)-5-fluoro-N-methyl-1H-indole-2-carboxamide